FC(S(=O)(=O)OC1=CC=CC2=CC=C(C=C12)C(NC=1SC2=C(N1)C=CC=C2)=O)(F)F 7-(benzo[d]thiazol-2-ylcarbamoyl)naphthalen-1-yl trifluoromethanesulfonate